3-bromo-2-((tert-butyldimethylsilyl)oxy)cyclopent-2-en-1-one BrC1=C(C(CC1)=O)O[Si](C)(C)C(C)(C)C